C(=CCCCCCC)C[C@H](N)C(=O)O 3-octenyl-alanine